ClC1=C(C(=CC=C1)F)N1N=C(C(=C1)NC1=CC=C(C=C1)C=1N(C=C(N1)C(F)(F)F)CC)C(=O)N 1-(2-chloro-6-fluorophenyl)-4-((4-(1-ethyl-4-(trifluoromethyl)-1H-imidazol-2-yl)phenyl)amino)-1H-pyrazole-3-carboxamide